C(N)(OC1=CC=CC2=CC=CC=C12)=S naphthyl thiocarbamate